C(C)C1N(CCNC1)C1=CC=CC=2OC(COC21)C 5-(2-ethylpiperazin-1-yl)-2-methyl-2,3-dihydro-1,4-benzodioxine